FC1(C(C1)C(=O)N1C[C@H]([C@H](C1)F)NC(C1=C(C=CC=C1)F)=O)F N-[(3R,4S)-1-(2,2-difluorocyclopropanecarbonyl)-4-fluoropyrrolidin-3-yl]-2-fluorobenzamide